O1C=C(C2=C1C=CC=C2)CC(S(=O)(=O)C=2C=CC=C1C=CC=NC21)B(O)O (benzofuran-3-yl)-1-quinoline-8-sulfonylethylboronic acid